C(#N)C1=CNC2=C(C=CC(=C12)C)NS(=O)(=O)C=1SC(=CN1)P(=O)(C)C N-(3-cyano-4-methyl-1H-indol-7-yl)-5-(dimethylphosphoryl)thiazole-2-sulfonamide